F[C@H]1[C@H](C1)NC(=O)C1=CC=C(C=N1)N1CCN(CC1)C(=O)OC(C)(C)C tert-butyl 4-(6-(((1S,2R)-2-fluorocyclopropyl)carbamoyl)pyridin-3-yl)piperazine-1-carboxylate